3-(4-bromophenyl)-1-cyclopentyl-5-(ethylamino)pyrazole-4-carbonitrile BrC1=CC=C(C=C1)C1=NN(C(=C1C#N)NCC)C1CCCC1